N,N'-Bis-(3-aminopropyl)-1,2-diaminoethane NCCCNCCNCCCN